C1(CCC1)CNC1=NC(=NC=C1C(=O)N)NC1=CC2=C(OC[C@H](CN2)O)C=C1 4-((cyclobutylmethyl)amino)-2-(((S)-2,3,4,5-tetrahydro-3-hydroxybenzo[b][1,4]oxazepin-7-yl)amino)pyrimidine-5-carboxamide